Hydroxylignoceric acid OC(C(=O)O)CCCCCCCCCCCCCCCCCCCCCC